3-methyl-3-(4-phenyl-1H-1,2,3-triazol-1-yl)butyl methanesulfonate CS(=O)(=O)OCCC(C)(N1N=NC(=C1)C1=CC=CC=C1)C